C(C)N(CCNC=1C2=C(N=C(N1)NC1=CC=C(C=C1)N1CCN(CC1)C)NC=C2C(=O)C2=CC=C(C=C2)F)CC (4-((2-(diethylamino)ethyl)amino)-2-((4-(4-methylpiperazin-1-yl)phenyl)amino)-7H-pyrrolo[2,3-d]pyrimidin-5-yl)(4-fluorophenyl)methanone